C(C=C)(=O)[O-].C[N+](CCO)(C)C trimethyl-(2-hydroxyethyl)ammonium acrylate